BrC1=CC(=C(C=C1C)C(C(=O)N)=C)C (4-bromo-2,5-dimethylphenyl)acrylamide